4-(1-bromoethyl)-2-(chroman-3-yl)-5,6-dimethylisoindolin-1-one BrC(C)C1=C2CN(C(C2=CC(=C1C)C)=O)C1COC2=CC=CC=C2C1